thio-α-D-galactopyranosyl chloride [C@H]1([C@H](S)[C@@H](O)[C@@H](O)[C@H](O1)CO)Cl